N[C@H](C(=O)O)[C@@H]1C[C@H](CCC1)O (2S)-2-(amino)-2-[(1S,3S)-3-hydroxycyclohexyl]acetic acid